BrCC1C2C=CC(C1)C2 5-bromomethyl-bicyclo[2.2.1]hept-2-ene